(1aRS,7bSR)-5-{2-[(Z)-3-((R)-3-hydroxypyrrolidin-1-yl)aminoprop-1-enyl]-4-fluorobenzene-sulfonylamino}-1,1a,2,7b-tetrahydro-cyclopropa[c]chromene-4-carboxylic acid O[C@H]1CN(CC1)NC\C=C/C1=C(C=CC(=C1)F)S(=O)(=O)NC1=CC=C2[C@@H]3[C@H](COC2=C1C(=O)O)C3 |&1:25,26|